[Na+].OC1=C(C(=CC(=C1)S(=O)(=O)[O-])S(=O)(=O)[O-])O.[Na+] 1,2-dihydroxybenzene-3,5-disulfonic acid sodium salt